2-((1-((dimethylamino)methyl)cyclopropyl)methoxy)-7-(8-ethylnaphthalen-1-yl)-N-((4-isopropyl-4H-1,2,4-triazol-3-yl)methyl)-N-methyl-5,6,7,8-tetrahydropyrido[3,4-d]pyrimidin-4-amine CN(C)CC1(CC1)COC=1N=C(C2=C(N1)CN(CC2)C2=CC=CC1=CC=CC(=C21)CC)N(C)CC2=NN=CN2C(C)C